(4-chlorophenyl)(methyl-d3)carbamic chloride ClC1=CC=C(C=C1)N(C(=O)Cl)C([2H])([2H])[2H]